dimethylsilyl-bis(cyclopentadienyl)zirconium C[SiH](C)[Zr](C1C=CC=C1)C1C=CC=C1